COC=1C=C(CN(C2=CC=C(CN3CC(NCC3)=O)C=C2)CC2=CC(=CC=C2)N2CCOCC2)C=CC1 4-(4-((3-methoxybenzyl)(3-morpholinobenzyl)amino)benzyl)piperazin-2-one